C(OCOC1=CC=CN2N([C@H]3N(C=C21)CCOC3)[C@@H](C3=CC=CC=C3)C3=CC(=C(C=C3)F)F)(OC)=O ({(12aR)-12-[(S)-(3,4-difluorophenyl)(phenyl)methyl]-3,4,12,12a-tetrahydro-1H-[1,4]oxazino[3,4-c]pyrido[2,1-f][1,2,4]triazin-7-yl}oxy)methyl methyl carbonate